9-((2-((tert-butoxycarbonyl)amino)ethyl)(2-hydroxyethyl)amino)nonyl 2-butyloctanoate C(CCC)C(C(=O)OCCCCCCCCCN(CCO)CCNC(=O)OC(C)(C)C)CCCCCC